CS(=O)(=O)CCN1C=CC=2C1=NC(=CC2CN2CCCC2)C=2C=C1CN(C(C1=CC2)=O)N2C(CCCC2=O)=O (5-(1-(2-(methylsulfonyl)ethyl)-4-(pyrrolidin-1-ylmethyl)-1H-pyrrolo[2,3-b]pyridin-6-yl)-1-oxoisoindolin-2-yl)piperidine-2,6-dione